5'-(2-(((1r,4r)-4-acetamidocyclohexyl)amino)-1-phenylethyl)-2'-chloro-6-fluoro-5-(2-methoxyethoxy)-[1,1'-biphenyl]-2-carboxamide C(C)(=O)NC1CCC(CC1)NCC(C1=CC=CC=C1)C=1C=CC(=C(C1)C=1C(=CC=C(C1F)OCCOC)C(=O)N)Cl